N-Cyclopropyl-11-(3,4-dichlorobenzoyl)-5,6,9,10,11,12-hexahydro-4H-[1,2]oxazolo[3,4-c]-pyrido[4',3':3,4]pyrazolo[1,5-a]azepine-5-carboxamide C1(CC1)NC(=O)C1CC=2C(C=3N(C1)N=C1C3CN(CC1)C(C1=CC(=C(C=C1)Cl)Cl)=O)=NOC2